(R,R)-N-(isobutanesulfonyl)-1,2-diphenylethylenediamine C(C(C)C)S(=O)(=O)N[C@@H]([C@H](N)C1=CC=CC=C1)C1=CC=CC=C1